C(C)(C)(C)OCCC(C(=O)O)N1OCN(OC1)C1=C(C=CC(=C1)Cl)N1N=NC(=C1)Cl 4-(tert-butoxy)-2-(4-(5-chloro-2-(4-chloro-1H-1,2,3-triazol-1-yl)phenyl)-2,5-dioxapiperazin-1-yl)butanoic acid